C#CC=C Butynen